C1(CC1)C=1N=NN(C1)[C@H](C(=O)O)C(C)(C)C (S)-2-(4-cyclopropyl-1H-1,2,3-triazol-1-yl)-3,3-dimethylbutyric acid